NCCS[P@@](=O)(OC1=CC=CC=C1)N[C@@H](C)C(=O)OC(C)C |&1:14| (S,S) and (R,S)-Isopropyl (((2-aminoethyl)thio)(phenoxy)phosphoryl)-L-alaninate